4-(((trifluoromethyl)sulfonyl)oxy)-2,5-dihydro-1H-pyrrole-1-carboxylic acid tert-butyl ester C(C)(C)(C)OC(=O)N1CC=C(C1)OS(=O)(=O)C(F)(F)F